methylbenzophenyl sulfide CSC1=CC=CC2=C1C=CC=C2